HEXAETHYLENE GLYCOL MONOOCTYL ETHER C(CCCCCCC)OCCOCCOCCOCCOCCOCCO